{4-[1-(2,6-Dioxopiperidin-3-yl)-3-methyl-2-oxo-1,3-benzodiazol-4-yl]phenyl}piperazine-1-carboxylic acid tert-butyl ester C(C)(C)(C)OC(=O)N1C(CNCC1)C1=CC=C(C=C1)C1=CC=CC=2N(C(N(C21)C)=O)C2C(NC(CC2)=O)=O